O[C@@H](C(=O)OCC)CC1=C(C=CC=C1)OCC1=NC(=NC=C1)C1=C(C=CC=C1)OCCOC Ethyl (2R)-2-hydroxy-3-[2-[[2-[2-(2-methoxyethoxy)phenyl]pyrimidin-4-yl] methoxy]phenyl]propanoate